3-fluoro-4-(1-isopropyl-4-(trifluoromethyl)-1H-imidazol-2-yl)benzonitrile FC=1C=C(C#N)C=CC1C=1N(C=C(N1)C(F)(F)F)C(C)C